C(=CC)Cl propenyl-chlorine